9,10-bis(tert-butoxycarbonylpentyleneoxy)anthracene C(C)(C)(C)OC(=O)CCCCCOC=1C2=CC=CC=C2C(=C2C=CC=CC12)OCCCCCC(=O)OC(C)(C)C